bis[2-(diphenylphosphino) phenyl] oxide C1(=CC=CC=C1)P(C1=C(C=CC=C1)OC1=C(C=CC=C1)P(C1=CC=CC=C1)C1=CC=CC=C1)C1=CC=CC=C1